(2S,5R)-1-acetyl-5-(phenylmethyl-oxyamino)-piperidine C(C)(=O)N1CCC[C@H](C1)NOCC1=CC=CC=C1